methyl 4'-bromomethylbiphenyl-2-carboxylate BrCC1=CC=C(C=C1)C=1C(=CC=CC1)C(=O)OC